pyrazol-4-yl 2-(methylsulfonyl)-4-(trifluoromethyl)phenyl ketone CS(=O)(=O)C1=C(C=CC(=C1)C(F)(F)F)C(=O)C=1C=NNC1